2-amino-1-(3-(2-(benzyloxy)phenoxy)pyridin-4-yl)ethan-1-ol NCC(O)C1=C(C=NC=C1)OC1=C(C=CC=C1)OCC1=CC=CC=C1